C(C)(C)(C)OC(NC1=CC(=C2C(N(N(C2=C1)C1=CC=CC=C1)C1=CC=CC=C1)=O)SC1=CC(=CC=C1)OC)=O {4-[(3-methoxyphenyl)thio]-3-oxo-1,2-diphenyl-2,3-dihydro-1H-indazol-6-yl}carbamic acid tert-butyl ester